FC1(CC(=CC=C1)F)B(C1(CC(=CC=C1)F)F)C1(CC(=CC=C1)F)F tris(1,3-difluorophenyl)boron